di-myo-inositol phosphate [C@H]1([C@H](C([C@@H]([C@@H](C1O)O)O)OP(=O)(O)OC2[C@H]([C@H](C([C@H]([C@@H]2O)O)O)O)O)O)O